(S)-2-(3-oxo-3-(2,6-difluoro-4-(methoxycarbonyl)phenyl)propyl)morpholine-4-carboxylic acid methyl ester COC(=O)N1C[C@@H](OCC1)CCC(C1=C(C=C(C=C1F)C(=O)OC)F)=O